N[C@@H](C(=O)O)CC1=CC(=CC=C1)Br (R)-2-amino-3-(3-bromophenyl)propanoic acid